NN1C(=NC(=C1C(=O)OCC)C1=CC=C(C=C1)C(NC1=NC=CC(=C1)C(C)C)=O)[C@H]1N(CCC1)C(=O)OC(C)(C)C (S)-ethyl 1-amino-2-(1-(tert-butoxycarbonyl)pyrrolidin-2-yl)-4-(4-((4-isopropylpyridin-2-yl)carbamoyl)phenyl)-1H-imidazole-5-carboxylate